Cl.FS(C=1C=CC(=NC1)N1CCNCC1)(F)(F)(F)F 1-(5-(pentafluoro-λ6-sulfanyl)pyridin-2-yl)piperazine hydrochloride